1-C-(beta-D-xylopyranosyl)-acetone [C@@H]1([C@H](O)[C@@H](O)[C@H](O)CO1)CC(=O)C